FC1(CCN(CC1)C=1C=2N(C=C(N1)C=1C(=C(C(=O)N)C=CC1NS(=O)(=O)CCO)N1CCC3(CC3)CC1)C(=NC2)C)F (8-(4,4-difluoropiperidin-1-yl)-3-methylimidazo[1,5-a]pyrazin-6-yl)-4-(2-hydroxyethylsulfonylamino)-2-(6-azaspiro[2.5]oct-6-yl)benzamide